[O-][O-].[Zn+2].[Al+3] aluminum zinc dioxide